2,2-difluoro-N-(3-methyl-5-(2-((1-methyl-1H-pyrazol-4-yl)amino)pyrimidin-4-yl)pyridin-2-yl)cyclopropane-1-carboxamide FC1(C(C1)C(=O)NC1=NC=C(C=C1C)C1=NC(=NC=C1)NC=1C=NN(C1)C)F